(E)-3-(1-(3-(4-methoxyphenyl)-2,4-dihydroxyimidazolidin-1-yl)-2,3-dihydro-1H-inden-5-yl)acrylic acid COC1=CC=C(C=C1)N1C(N(CC1O)C1CCC2=CC(=CC=C12)/C=C/C(=O)O)O